tin carbon [C].[Sn]